ClC1=C(C(=CC=C1)F)CCC(=O)N1C[C@]2(CC1)C=C(C(C(C2)(C)C)=O)C#N (5R)-2-[3-(2-chloro-6-fluorophenyl)propanoyl]-9,9-dimethyl-8-oxo-2-azaspiro[4.5]dec-6-ene-7-carbonitrile